2-(3-methoxyphenyl)-1H-indole COC=1C=C(C=CC1)C=1NC2=CC=CC=C2C1